1-bromoheptadecafluorooctane BrC(C(C(C(C(C(C(C(F)(F)F)(F)F)(F)F)(F)F)(F)F)(F)F)(F)F)(F)F